1,5-anhydro-2,3-dideoxy-3-(7,8-dimethyl-4-oxo-6-(4-((3,3,3-trifluoropropyl)carbamoyl)-benzyl)quinazolin-3(4H)-yl)-L-threo-pentitol CC1=C(C=C2C(N(C=NC2=C1C)[C@H]1CCOC[C@@H]1O)=O)CC1=CC=C(C=C1)C(NCCC(F)(F)F)=O